2-(7-((2S,5R)-4-(1-(4-(difluoromethyl)phenyl)ethyl)-2,5-diethylpiperazin-1-yl)-4-methyl-5-oxo-4,5-dihydro-2H-pyrazolo[4,3-b]pyridin-2-yl)acetonitrile FC(C1=CC=C(C=C1)C(C)N1C[C@@H](N(C[C@H]1CC)C=1C=2C(N(C(C1)=O)C)=CN(N2)CC#N)CC)F